ClC1=C(C=CC(=C1)C(F)(F)F)NC(CN1C(=C(C(C=2C1=NC1=C(N2)SC(=C1)C)=O)N1CCN(CC1)C(=O)OC(C)(C)C)CC)=O tert-butyl 4-(5-(2-((2-chloro-4-(trifluoromethyl)phenyl)amino)-2-oxoethyl)-6-ethyl-2-methyl-8-oxo-5,8-dihydropyrido[2,3-b]thieno[2,3-e]pyrazin-7-yl)piperazine-1-carboxylate